BrC(C[C@H]1CNCCO1)C(C1=C(C(=C(C=C1F)C(=O)OC)F)F)=O (2S)-2-(2-bromo-3-oxo-3-(2,3,6-trifluoro-4-(methoxycarbonyl)phenyl)propyl)morpholine